N[C@H](C(=O)O)CNC(=N)N L-2-amino-3-guanidinylpropionic acid